d-citrulline N[C@H](CCCNC(=O)N)C(=O)O